4-(1-(cyclopentyl(pyridin-2-yl)methyl)-5-(3,5-dimethylisoxazol-4-yl)-1H-pyrrolo[2,3-b]pyridin-3-yl)-2-hydroxybenzoic acid C1(CCCC1)C(N1C=C(C=2C1=NC=C(C2)C=2C(=NOC2C)C)C2=CC(=C(C(=O)O)C=C2)O)C2=NC=CC=C2